C(C)(C)(C)OC(CN1C=C(C2=CC(=C(C=C12)OC)Br)C(C)=O)=O 2-(3-acetyl-5-bromo-6-methoxy-1H-indol-1-yl)acetic acid tert-butyl ester